CC=1OC(=CC1C(=O)NC1=NC(=NS1)CC(C)=O)C1=CC(=CC=C1)OC(F)(F)F 2-Methyl-5-(3-(trifluoromethoxy)phenyl)-N-(3-(2-oxopropyl)-1,2,4-thiadiazol-5-yl)furan-3-Formamide